1-amino-6,7-dichloro-5-(3-fluoro-2-pyridyl)-3-methyl-3H-1,4-benzodiazepin-2-one NN1C(C(N=C(C2=C1C=CC(=C2Cl)Cl)C2=NC=CC=C2F)C)=O